CC(=O)CC(C)C methyl-isobutyl ketone